(5s,8s)-1-oxo-2-(propan-2-yl)-2-azaspiro[4.5]decane-8-carboxylic acid methyl ester COC(=O)C1CCC2(CCN(C2=O)C(C)C)CC1